7-(2-(4-(6-fluorobenzothiophen-4-yl)piperazin-1-yl)ethyl)-1-(2-hydroxyacetyl)-3,4-dihydroquinolin-2(1H)-one FC1=CC2=C(C=CS2)C(=C1)N1CCN(CC1)CCC1=CC=C2CCC(N(C2=C1)C(CO)=O)=O